2-(2,6-Dichloro-4-((5-oxo-4-(4-(trifluoromethoxy)phenyl)-4,5-dihydro-1H-1,2,4-triazol-1-yl)methyl)phenoxy)-2-methylpropionic acid ClC1=C(OC(C(=O)O)(C)C)C(=CC(=C1)CN1N=CN(C1=O)C1=CC=C(C=C1)OC(F)(F)F)Cl